ethyl-[acetyl (methoxy) amino]-2-methyl-4-methylsulfonyl-benzoate C(C)C=1C(=C(C(=C(C(=O)[O-])C1)C)N(OC)C(C)=O)S(=O)(=O)C